2-cyclohexyl-2-(3,3-dibenzylpropyl)-1,3-dimethoxypropane C1(CCCCC1)C(COC)(COC)CCC(CC1=CC=CC=C1)CC1=CC=CC=C1